2-(((1S,2S)-2-((4-(8-chloro-5,6-dihydro-11H-benzo[5,6]cyclohepta[1,2-b]pyridin-11-ylidene)piperidin-1-yl)methyl)cyclohexyl)methyl)hexa-hydro-1H-isoindole-1,3(2H)-dione ClC=1C=CC2=C(CCC=3C(=NC=CC3)C2=C2CCN(CC2)C[C@@H]2[C@H](CCCC2)CN2C(C3CCCCC3C2=O)=O)C1